Cl.ClC1=CC=C(C=C1)C1=NC(=C2C=NC(=NN21)N[C@H]2[C@@H](CNCC2)F)C(F)(F)F (3R,4R)-N-[7-(4-chlorophenyl)-5-(trifluoromethyl)imidazo[4,3-f][1,2,4]triazin-2-yl]-3-fluoropiperidin-4-amine hydrochloride